3-((4-(1-(3-((4-((4-(1-(2,2,2-Trifluoroethyl)-1H-pyrazol-4-yl)-5-(trifluoromethyl)-pyrimidin-2-yl)amino)piperidin-1-yl)sulfonyl)benzyl)piperidin-4-yl)phenyl)amino)piperidine-2,6-dione FC(CN1N=CC(=C1)C1=NC(=NC=C1C(F)(F)F)NC1CCN(CC1)S(=O)(=O)C=1C=C(CN2CCC(CC2)C2=CC=C(C=C2)NC2C(NC(CC2)=O)=O)C=CC1)(F)F